[Si](C)(C)(C(C)(C)C)OCCN1N=C(C(=C1CN[C@H](CO)C)I)OCC (2S)-2-[[2-[2-[tert-butyl(dimethyl)silyl]oxyethyl]-5-ethoxy-4-iodo-pyrazol-3-yl]methylamino]propan-1-ol